C(C1=C2C=CC(=CC2=CC=C1OCCN(CC)CC)C(=O)O)C1=C2C=CC(=CC2=CC=C1OCCN(CC)CC)C(=O)O 5,5'-methylenebis(6-(2-(diethylamino)ethoxy)-2-naphthoic acid)